(S,E)-(4-(1-(4-(4-(4-(2-(2,6-dioxopiperidin-3-yl)-1-oxoisoindolin-5-yl)piperazine-1-carbonyl)piperazin-1-yl)phenyl)-2-phenylbut-1-en-1-yl)phenyl)boronic acid O=C1NC(CC[C@@H]1N1C(C2=CC=C(C=C2C1)N1CCN(CC1)C(=O)N1CCN(CC1)C1=CC=C(C=C1)\C(=C(/CC)\C1=CC=CC=C1)\C1=CC=C(C=C1)B(O)O)=O)=O